C1(CC1)C1=NN=C(O1)C=O 5-cyclopropyl-1,3,4-oxadiazole-2-carbaldehyde